2,3-dimethoxy-[1,3]dioxolo[4',5':4,5]benzo[1,2-c]phenanthridin-13(12H)-one COC=1C=C2C(NC=3C4=C(C=CC3C2=CC1OC)C=C1C(=C4)OCO1)=O